O=C1CC=CC2=CC3=CC=CC=C3C=C12 oxo-anthracene